CC1=CC2=CC3=CC=CC=C3N=C2C=C1OCCCN1CCCC1 2-methyl-3-[3-(pyrrolidin-1-yl)propoxy]acridin